(1S)-2-methyl-4-oxo-3-[(2Z)-2,4-pentadien-1-yl]-2-cyclopenten-1-yl (1R,3R)-2,2-dimethyl-3-(2-methyl-1-propen-1-yl)cyclopropanecarboxylate CC1([C@@H]([C@H]1C=C(C)C)C(=O)O[C@@H]1C(=C(C(C1)=O)C\C=C/C=C)C)C